N-[(1S)-1-(dicyclopropylmethyl)-2-[[5-(4,5-dimethyl-1-oxido-pyridin-1-ium-3-yl)-6-fluoro-2-pyridyl]amino]-2-oxo-ethyl]-2-isopropyl-pyrazole-3-carboxamide C1(CC1)C([C@@H](C(=O)NC1=NC(=C(C=C1)C=1C=[N+](C=C(C1C)C)[O-])F)NC(=O)C=1N(N=CC1)C(C)C)C1CC1